NC=1N=C(C=C2C=C(N=CC12)NC=1C=NN(C1)C(CO)C)C=1C=NC=CC1C 2-(4-(8-amino-6-(4-methylpyridin-3-yl)-2,7-naphthyridin-3-ylamino)-1H-pyrazol-1-yl)propan-1-ol